Ethyl-(1-((dimethylamino)methyl)-4-hydroxy-7-phenoxyisoquinoline-3-carbonyl)-glycinate C(C)N(CC(=O)[O-])C(=O)C=1N=C(C2=CC(=CC=C2C1O)OC1=CC=CC=C1)CN(C)C